1H-benzo[d]imidazol-5-yl-thiophene N1C=NC2=C1C=CC(=C2)C=2SC=CC2